ethyl ether tri-pentyl-citrate C(CCCC)C(C(C(C(=O)O)(CCCCC)CCCCC)(O)C(=O)O)C(=O)O.C(C)OCC